1,1-dimethylethyl (cyanomethyl)({3-[1-({2-methyl-6-[3-(methyloxy)phenyl]pyrimidin-4-yl}amino)ethyl]phenyl}sulfonyl)carbamate C(#N)CN(C(OC(C)(C)C)=O)S(=O)(=O)C1=CC(=CC=C1)C(C)NC1=NC(=NC(=C1)C1=CC(=CC=C1)OC)C